4-(chloromethyl)-1,2-difluoro-benzene ClCC1=CC(=C(C=C1)F)F